3-(2,7-dichloro-8-fluoropyrido[4,3-d]pyrimidine-4-yl)-3,8-diaza-6-thiabicyclo[3.2.1]octane-8-carboxylic acid benzyl ester C(C1=CC=CC=C1)OC(=O)N1C2CN(CC1SC2)C=2C1=C(N=C(N2)Cl)C(=C(N=C1)Cl)F